2-(2-(2-methyl-6-oxo-5-(trifluoromethyl)-1,6-dihydropyridin-3-yl)pyrrolidin-1-yl)acetic acid CC=1NC(C(=CC1C1N(CCC1)CC(=O)O)C(F)(F)F)=O